C(C)(C)(C)OC(=O)N1CC(C1)C1=NN(C2=NC=CC(=C21)C=2C=NN(C2)C)C2=CC=C(C=C2)OC(F)(F)F 3-(4-(1-methyl-1H-pyrazol-4-yl)-1-(4-(trifluoromethoxy)phenyl)-1H-pyrazolo[3,4-b]pyridin-3-yl)azetidine-1-carboxylic acid tert-butyl ester